tert-Butyl 3-{[5-(2-chloro-5-methoxyphenyl)-1-trityl-1H-indazol-3-yl]carbamoyl}piperidine-1-carboxylate ClC1=C(C=C(C=C1)OC)C=1C=C2C(=NN(C2=CC1)C(C1=CC=CC=C1)(C1=CC=CC=C1)C1=CC=CC=C1)NC(=O)C1CN(CCC1)C(=O)OC(C)(C)C